FC(C(C(C(=O)N)NC(CC)=O)(C)C)(F)F 4,4,4-trifluoro-3,3-dimethyl-2-propionamidobutanamide